5-Cyclopropyl-2-(4-(4-(dimethylamino)piperidine-1-carbonyl)phenyl)-4-(2-(pyridin-3-yl)hydrazino)-2,4-dihydro-3H-pyrazol-3-one C1(CC1)C=1C(C(N(N1)C1=CC=C(C=C1)C(=O)N1CCC(CC1)N(C)C)=O)NNC=1C=NC=CC1